N,N-dimethyl-p-bromoaniline CN(C)C1=CC=C(C=C1)Br